ClC=1C=C2C=CC(=NC2=CC1)O[C@@H]1CN(CC1)C1=C(C=CC=C1)[N+](=O)[O-] (S)-6-chloro-2-(1-(2-nitrophenyl)pyrrolidin-3-yloxy)quinoline